(3-(1-(1,1-difluoroethyl)cyclopropyl)-1H-1,2,4-triazol-5-yl)methanamine hydrochloride salt Cl.FC(C)(F)C1(CC1)C1=NNC(=N1)CN